P(=O)(OC(C)C)(OC(C)C)OC(C)C tri(2-propyl) phosphate